CN1C(CC1)CN1CC=2C=C3C(=CC2CC1)NC(=C3)C=O {6-[(1-methylazetidin-2-yl)methyl]-5,6,7,8-tetrahydro-1H-pyrrolo[2,3-g]isoquinolin-2-yl}methanone